FC=1C=C(CC=2C=C3C(=NNC3=CC2)NC(C2=C(C=C(C=C2)N2CCN(CC2)C)NC2CCOCC2)=O)C=C(C1)F N-[5-(3,5-difluorobenzyl)-1H-indazol-3-yl]-4-(4-methyl-piperazin-1-yl)-2-(tetrahydro-pyran-4-ylamino)-benzamide